BrC1=CC=2N(C(N(C(C2S1)=O)C=1C2=C(C=NC1)N=C(N2C)C(F)(F)F)=O)CCC#N 3-(6-bromo-3-(1-methyl-2-(trifluoromethyl)-1H-imidazo[4,5-c]pyridin-7-yl)-2,4-dioxo-3,4-dihydrothieno[3,2-d]pyrimidin-1(2H)-yl)propionitrile